FC1=CC=C(C=C1)C1=CC(=CC(=N1)C(CNC(OC(C)(C)C)=O)(C)O)C(C)(C)O tert-butyl (2-(6-(4-fluorophenyl)-4-(2-hydroxypropan-2-yl)pyridin-2-yl)-2-hydroxypropyl)carbamate